[Si](C)(C)(C(C)(C)C)OCCOC1=C2C(=NC=C1)N(N=C2CNC(OC(C)(C)C)=O)C2=CC=C(C=C2)OC(F)(F)F tert-butyl ((4-(2-((tert-butyldimethylsilyl)oxy)ethoxy)-1-(4-(trifluoromethoxy)phenyl)-1H-pyrazolo[3,4-b]pyridin-3-yl)methyl)carbamate